CONCC(=O)O methoxyglycine